FC1([C@@H](CN(C1)C1COC1)NC1=NN2C(C(=N1)OC)=C(C=C2)C=2C=CC1=C(N(N=N1)C[C@H](C)F)C2)F N-((R)-4,4-difluoro-1-(oxetan-3-yl)pyrrolidin-3-yl)-5-(1-((S)-2-fluoropropyl)-1H-benzo[d][1,2,3]triazol-6-yl)-4-methoxypyrrolo[2,1-f][1,2,4]triazin-2-amine